CC1=C2C(=CC(=C1)O2)CCC 2-methyl-6-propyl-1,4-phenylenoxid